n-propoxide tin [Sn+4].[O-]CCC.[O-]CCC.[O-]CCC.[O-]CCC